O1C(=NC2=C1C=CC=C2)C#CC2=NN(C(=C2C(=O)N)NC)[C@@H]2CN([C@H](C2)COC)C(C=C)=O 3-[2-(1,3-benzoxazol-2-yl)ethynyl]-1-[(3S,5R)-5-(methoxymethyl)-1-(prop-2-enoyl)pyrrolidin-3-yl]-5-(methylamino)pyrazole-4-carboxamide